CN(C(=O)C=1C=NN2C1CN(CC2)C(=O)C=2NC1=CC(=C(C(=C1C2)F)F)F)C2(CC2)C2=CC=C(C(=O)O)C=C2 4-{1-[N-methyl-5-(4,5,6-trifluoro-1H-indole-2-carbonyl)-4H,5H,6H,7H-pyrazolo[1,5-a]pyrazine-3-amido]cyclopropyl}benzoic acid